7-(1-Benzylpiperidin-3-yl)pyrazolo[1,5-a]pyrimidine C(C1=CC=CC=C1)N1CC(CCC1)C1=CC=NC=2N1N=CC2